2''-chloro-2-fluoro-3-nitro-1,1':2',1''-terphenyl ClC1=C(C=CC=C1)C=1C(=CC=CC1)C1=C(C(=CC=C1)[N+](=O)[O-])F